hexathiepane S1SSSSSC1